(S)-2-(azetidin-1-ylmethyl)butyric acid N1(CCC1)C[C@@H](C(=O)O)CC